Imino Fluoride N(F)F